isopropyl (S)-6-diazo-2-(3-hydroxyoxetane-3-carboxamido)-5-oxohexanoate [N+](=[N-])=CC(CC[C@@H](C(=O)OC(C)C)NC(=O)C1(COC1)O)=O